n-butyl(tris(2-(4-vinylbenzoyloxy)ethyl))ammonium C(CCC)[N+](CCOC(C1=CC=C(C=C1)C=C)=O)(CCOC(C1=CC=C(C=C1)C=C)=O)CCOC(C1=CC=C(C=C1)C=C)=O